FC(C1=NN(C=C1NC(=O)C=1C=NN2C1N=C(C=C2)N2CCOCC2)C2CCN(CC2)CC=2C=C1CN(C(C1=C(C2)F)=O)C2C(NC(CC2)=O)=O)F N-(3-(difluoromethyl)-1-(1-((2-(2,6-dioxopiperidin-3-yl)-7-fluoro-1-oxoisoindolin-5-yl)methyl)piperidin-4-yl)-1H-pyrazol-4-yl)-5-morpholinopyrazolo[1,5-a]pyrimidine-3-carboxamide